1-(4-(4-((4-(4-amino-3-(4-phenoxyphenyl)-1H-pyrazolo[3,4-d]pyrimidin-1-yl)-[1,4'-bipiperidin]-1'-yl)methyl)piperidin-1-yl)phenyl)dihydropyrimidine-2,4(1H,3H)-dione NC1=C2C(=NC=N1)N(N=C2C2=CC=C(C=C2)OC2=CC=CC=C2)C2CCN(CC2)C2CCN(CC2)CC2CCN(CC2)C2=CC=C(C=C2)N2C(NC(CC2)=O)=O